N-(6-cyclopropyl-1,8-naphthyridin-2-yl)-2-((S)-4,4-difluoro-3-(6-oxo-1,6-dihydropyridin-3-yl)piperidin-1-yl)propanamide C1(CC1)C=1C=C2C=CC(=NC2=NC1)NC(C(C)N1C[C@@H](C(CC1)(F)F)C1=CNC(C=C1)=O)=O